ClC1=C(CN2C(N(C(C=3N(C(=NC23)S(=O)(=O)CC2CC2)C)=O)C)=O)C=CC=C1 3-(2-chlorobenzyl)-8-((cyclopropylmethyl)sulfonyl)-1,7-dimethyl-1H-purine-2,6(3H,7H)-dione